C(CCCCCCCCCCCCC)NCCCCCCCCCCCCCC dimyristyl-amine